NC1=NC2=C(C=CC=C2C(=N1)C=1N=NN(C1)CC=1C(N(C=CC1)C(C)C)=O)OC 3-{[4-(2-amino-8-methoxy-4-quinazolinyl)-1H-1,2,3-triazol-1-yl]methyl}-1-isopropyl-1H-pyridin-2-one